(E)-N-(3-((3-(2-(pyridin-2-yl)vinyl)-1H-indazol-6-yl)thio)phenyl)pivalamide N1=C(C=CC=C1)/C=C/C1=NNC2=CC(=CC=C12)SC=1C=C(C=CC1)NC(C(C)(C)C)=O